5-(2-chlorophenoxy)-3-(((3-methylpyridin-2-yl)methyl)amino)-4H-benzo[e][1,2,4]thiadiazine 1,1-dioxide ClC1=C(OC2=CC=CC3=C2NC(=NS3(=O)=O)NCC3=NC=CC=C3C)C=CC=C1